4-benzyl-1,2,3-thiadiazole-5-carboxylic acid-4-methylphenyl ester CC1=CC=C(C=C1)OC(=O)C1=C(N=NS1)CC1=CC=CC=C1